C(#C)C=1SC=C(N1)C(=O)N([C@H]1CN(C(C1)=O)CC(F)(F)F)C1=CC(=CC(=C1)OC(F)(F)F)OC (R)-2-Ethynyl-N-(3-methoxy-5-(trifluoromethoxy)phenyl)-N-(5-oxo-1-(2,2,2-trifluoroethyl)pyrrolidin-3-yl)thiazole-4-carboxamide